Styreneacrylic acid ammonium salt [NH4+].C(=CC1=CC=CC=C1)C=CC(=O)[O-]